tetra-n-butylTetraphenylborate C(CCC)C=1C(=C(C(=C(C1)[B-](C1=CC=CC=C1)(C1=CC=CC=C1)C1=CC=CC=C1)CCCC)CCCC)CCCC